hydrazincarbothioamid N(N)C(N)=S